4-(2-furyl)-2-methylsulfonyl-6-[[3-(trifluoromethyl)phenyl]methylamino]pyrimidine-5-carbonitrile O1C(=CC=C1)C1=NC(=NC(=C1C#N)NCC1=CC(=CC=C1)C(F)(F)F)S(=O)(=O)C